1,3-bis(dimethylamino)butene zinc [Zn].CN(C=CC(C)N(C)C)C